dehydro-beta-linalool CC(=CCCC(C)(C#C)O)C